CC1=CC=C(C=N1)NC(=O)C1=NC=NC(=C1)C1=CC(=CC=C1)Cl 6-(3-Chloro-phenyl)-pyrimidine-4-carboxylic acid (6-methyl-pyridin-3-yl)-amide